Strontium Telluride [Te-2].[Sr+2]